tricyclo[8.2.1.02,9]tridecane C12C3CCCCCCC3C(CC1)C2